COC1=CC=C(C=C1)CN1C2=C(C(C=3C=CC=NC13)(C1=CC(=CC=C1)NC1=NC=CC=N1)C)C(CC(C2)(C)C)=O 10-[(4-methoxyphenyl)methyl]-5,8,8-trimethyl-5-[3-(pyrimidin-2-ylamino)phenyl]-7,9-dihydrobenzo[b][1,8]naphthyridin-6-one